COC(C1=CC=C(C=C1)O)=O.C1(CCCCC1)C[C@H](OC1=CC=C(C(=O)OC)C=C1)C1=CC=C(C=C1)C1=CC=C(C=C1)F Methyl (S)-4-(2-cyclohexyl-1-(4'-fluoro-[1,1'-biphenyl]-4-yl)ethoxy)benzoate Methyl-4-hydroxybenzoate